platinum palladium nitrate [N+](=O)([O-])[O-].[Pd+2].[Pt+2].[N+](=O)([O-])[O-].[N+](=O)([O-])[O-].[N+](=O)([O-])[O-]